4-(4-ferrocenyl-1H-1,2,3-triazol-1-yl)pyrrolidine-2-carboxylic acid [C-]1(C=CC=C1)C=1N=NN(C1)C1CC(NC1)C(=O)O.[CH-]1C=CC=C1.[Fe+2]